CC=1C=C(N2C=CC=CC12)C=O methylindolizine-3-carbaldehyde